C(C)(C)(C)OC(=O)NCCC(C(=O)OC)O[Si](C)(C)C(C)(C)C Methyl 4-((tert-butoxycarbonyl)amino)-2-((tert-butyldimethylsilyl)oxy)butanoate